2-((2-chloro-5-cyano-3-((S)-4-((R)-1,1-dioxidotetrahydrothiophen-3-yl)-2-methylpiperazin-1-yl)phenyl)amino)-4-(cyclopropylamino)pyrazolo[1,5-a][1,3,5]triazine-8-carbonitrile ClC1=C(C=C(C=C1N1[C@H](CN(CC1)[C@H]1CS(CC1)(=O)=O)C)C#N)NC1=NC=2N(C(=N1)NC1CC1)N=CC2C#N